(2S,4r)-N-[4-(1,3-benzoxazol-2-yl)cyclohexyl]-1-[(2S)-2-(4-cyclopropyltriazol-1-yl)-3,3-dimethyl-butyryl]-4-hydroxy-pyrrolidine-2-carboxamide O1C(=NC2=C1C=CC=C2)C2CCC(CC2)NC(=O)[C@H]2N(C[C@@H](C2)O)C([C@H](C(C)(C)C)N2N=NC(=C2)C2CC2)=O